C1(=CC=CC=C1)NC1=CC(=CC(=C1)N(C1=CC=CC=C1)C1=CC=CC=C1)N N1,N5,N5-triphenylbenzene-1,3,5-triamine